6-hydroxymethyl-2-methyl-3,6-dihydropyran-3-ol OCC1C=CC(C(O1)C)O